C(C)(=O)NC1=C(C(=O)NC=2SC(=CN2)C(F)(F)F)C=CC=C1 2-acetamido-N-(5-(trifluoromethyl)thiazol-2-yl)benzamide